C1(CC1)C1=C(C(=NO1)C1=C(C=CC=C1Cl)Cl)COC1C(CN(CC1)C1=CC=C(C#N)C=C1)(F)F 4-(4-((5-cyclopropyl-3-(2,6-dichlorophenyl)isoxazol-4-yl)methoxy)-3,3-difluoropiperidin-1-yl)benzonitrile